CC1([C@@H]2CC([C@]1(CC2)CS(=O)(=O)O)=O)C.C[C@@H]2NCC2 (2S)-2-methylazetidin [(1R,4S)-7,7-dimethyl-2-oxo-norbornan-1-yl]methanesulfonate